5-(((((1R,2S,5R)-2-carbamoyl-7-oxo-1,6-diazabicyclo[3.2.1]octan-6-yl)oxy)sulfonyl)oxy)-4,4-dimethylpentyl 2,6-dimethoxybenzoate COC1=C(C(=O)OCCCC(COS(=O)(=O)ON2[C@@H]3CC[C@H](N(C2=O)C3)C(N)=O)(C)C)C(=CC=C1)OC